N4,N4,N4',N4'-tetrakis([1,1'-Biphenyl]-4-yl)-[1,1'-Biphenyl]-4,4'-diamine C1(=CC=C(C=C1)N(C1=CC=C(C=C1)C1=CC=C(C=C1)N(C1=CC=C(C=C1)C1=CC=CC=C1)C1=CC=C(C=C1)C1=CC=CC=C1)C1=CC=C(C=C1)C1=CC=CC=C1)C1=CC=CC=C1